FC1=C2C=CC=NC2=CC=C1NC1=NC=NC2=CC(=CC(=C12)O[C@@H]1[C@@H](CC1)O)C=1C=NN(C1)C (1R,2S)-2-((4-((5-fluoroquinolin-6-yl)amino)-7-(1-methyl-1H-pyrazol-4-yl)quinazolin-5-yl)oxy)cyclobutan-1-ol